BrC1OCCC2(C1)NC(C=1N2C(C=CC1C)=O)=O bromo-8-methyl-2',3',5',6'-tetrahydro-2h-spiro[imidazo[1,5-a]pyridine-3,4'-pyran]-1,5-dione